CC1(CCC1)NC1=NC(=NC=C1C(=O)N)NC1CCOCC1 4-(1-methylcyclobutylamino)-2-(tetrahydro-2H-pyran-4-ylamino)pyrimidine-5-carboxamide